(5S,7S)-2-benzylthio-7-fluoro-5-phenyl-6,7-dihydro-5H-pyrrolo[1,2-b][1,2,4]triazole C(C1=CC=CC=C1)SC=1N=C2N(N1)[C@@H](C[C@@H]2F)C2=CC=CC=C2